N-({4-bromo-1H,3H-furo[3,4-c]quinolin-7-yl}methyl)-2-cyclopropyl-N-[2-(difluoromethyl)pyridin-3-yl]pyrimidine-5-carboxamide BrC1=NC=2C=C(C=CC2C2=C1COC2)CN(C(=O)C=2C=NC(=NC2)C2CC2)C=2C(=NC=CC2)C(F)F